{3-[N-(tert-Butyldimethylsilyl)methanesulfonimidoyl]phenoxy}-N-cyclopropyl-2-[(2-fluoro-4-iodophenyl)amino]-1,5-dimethyl-6-oxopyridine-3-carboxamide [Si](C)(C)(C(C)(C)C)N=S(=O)(C)C=1C=C(OC=2C(=C(N(C(C2C)=O)C)NC2=C(C=C(C=C2)I)F)C(=O)NC2CC2)C=CC1